2-(2-cyclopropylmorpholin-4-yl)-4-{[4'-(heptyloxy)[1,1'-biphenyl]-4-yl]amino}-6-(propan-2-yl)-5,6-dihydro-7H-pyrrolo[3,4-d]pyrimidin-7-one C1(CC1)C1CN(CCO1)C=1N=C(C2=C(N1)C(N(C2)C(C)C)=O)NC2=CC=C(C=C2)C2=CC=C(C=C2)OCCCCCCC